1-(3-aminoheptyl)imidazole methyl-6-((1,4,10,13-tetraoxa-7,16-diazacyclooctadecan-7-yl)methyl)picolinate COC(C1=NC(=CC=C1)CN1CCOCCOCCNCCOCCOCC1)=O.NC(CCN1C=NC=C1)CCCC